CN1C(CC2=C1N=CN=C2)=O 7-methyl-5H-pyrrolo[2,3-d]Pyrimidine-6-one